N-((1R,6R,7S)-bicyclo[4.2.0]octan-7-yl)-2-(1H-imidazol-1-yl)isonicotinamide [C@@H]12CCCC[C@H]2[C@H](C1)NC(C1=CC(=NC=C1)N1C=NC=C1)=O